6,6-dimethyl-3-((7-(4-methyl-3-(piperidin-4-ylamino)-6-(trifluoromethyl)pyridin-2-yl)thieno[3,2-b]pyridin-2-yl)methyl)-3-azabicyclo[3.1.0]hexane-2,4-dione tetrahydrochloride Cl.Cl.Cl.Cl.CC1(C2C(N(C(C12)=O)CC1=CC2=NC=CC(=C2S1)C1=NC(=CC(=C1NC1CCNCC1)C)C(F)(F)F)=O)C